The molecule is an oxo dicarboxylic acid. It derives from a glutaric acid. It is a conjugate acid of a 4-hydroxy-4-methyl-2-oxoglutarate(2-). CC(CC(=O)C(=O)O)(C(=O)O)O